3-{[2-(2,4-difluorophenyl)ethyl]sulfanyl}-5-propyl-[1,2,4]triazolo[4,3-a]pyrimidin-7(8H)-one FC1=C(C=CC(=C1)F)CCSC1=NN=C2N1C(=CC(N2)=O)CCC